FC1=CC(=C(C=C1)C1N(CC=C1)C(=O)OCC1=CC=CC=C1)O benzyl (4-fluoro-2-hydroxyphenyl)-2,5-dihydro-1H-pyrrole-1-carboxylate